ethyl (2R)-3-ethoxy-2-hydroxypropanoate C(C)OC[C@H](C(=O)OCC)O